lithiophosphonate [Li]P([O-])([O-])=O